CON(C(CCCCCCCCOC)=O)C N,9-dimethoxy-N-methylnonanamide